1-(5-(4-amino-7-(oxetan-3-yl)-7H-pyrrolo[2,3-d]pyrimidin-5-yl)imidazo[1,2-a]pyridin-8-yl)-3-(5-(1-(trifluoromethyl)-cyclopropyl)isoxazol-3-yl)urea NC=1C2=C(N=CN1)N(C=C2C2=CC=C(C=1N2C=CN1)NC(=O)NC1=NOC(=C1)C1(CC1)C(F)(F)F)C1COC1